1-(1-methyl-1H-pyrazol-4-yl)-1-[{(2S)-oxolan-2-yl}methyl]sulfonylurea CN1N=CC(=C1)N(C(=O)N)S(=O)(=O)C[C@H]1OCCC1